NC=1C=C(C=C2C=C(N=CC12)C1(C(C1C)CC#N)C(=O)N)C=1C=NC=CC1C (±)-(8-amino-6-(4-methylpyridin-3-yl)isoquinolin-3-yl)-2-(cyanomethyl)-3-methylcyclopropane-1-carboxamide